FC=1C=C(C=CC1I)/C=C/C(=O)OCC Ethyl (E)-3-(3-fluoro-4-iodophenyl)acrylate